FC(C=1C=C(C=CC1)C1=CC(=CO1)C(=O)NC1=NC(=NS1)CC(C)N(CC)CC)(F)F 5-(3-(trifluoromethyl)phenyl)-N-(3-(2-(diethylamino)propyl)-1,2,4-thiadiazol-5-yl)furan-3-Formamide